COC=1C=C2C(=CC=NC2=CC1OC)OC1=C(C=CC=C1F)C1=CC=C(C=C1)CNCC(=O)N 4-{[6,7-bis(methyloxy)quinolin-4-yl]oxyl-3-fluorophenyl}-N2-(phenylmethyl)glycinamide